(RS)-1-(2-Chlorophenyl)-3-(4-(morpholin-2-yl)phenyl)urea ClC1=C(C=CC=C1)NC(=O)NC1=CC=C(C=C1)[C@@H]1CNCCO1 |r|